C[C@@H]1[C@H](C2=CC(=CC=C2C1)C)NC1=NC(=NC(=N1)N)[C@@H](C)F |&1:19| 2-N-[(1R,2S)-2,3-dihydro-2,6-dimethyl-1H-inden-1-yl]-6-[(1RS)-1-fluoroethyl]-1,3,5-triazine-2,4-diamine